CC(C[C@@H](C(=O)NC=1C=NC(=CC1)N1CCOCC1)NS(=O)(=O)C1=CC=C(C=C1)C)C (S)-4-methyl-2-(4-methylphenyl-sulphonylamino)-N-(6-morpholinopyridin-3-yl)pentanamide